5-(1-(2,2-Difluoroethyl)-2-methyl-1H-imidazo[4,5-b]pyridin-6-yl)-N-(1-(2-fluoroethyl)piperidin-4-yl)pyrrolo[2,1-f][1,2,4]triazin-2-amine FC(CN1C(=NC2=NC=C(C=C21)C=2C=CN1N=C(N=CC12)NC1CCN(CC1)CCF)C)F